C(=C\C1=CC=C(C=C1S(=O)(=O)[O-])I)/C1=CC=C(C=C1S(=O)(=O)[O-])I.[K+].C(=O)C1=C(N=C(N1CC1=CC=C(C=C1)C1=C(SC(=C1)CC(C)C)NS(=O)(=O)C(=O)NCC)C1=CC=CC=C1)OC.[K+] 5-formyl-4-methoxy-2-phenyl-1-[[4-[2-(ethylaminocarbonylsulfonamido)-5-isobutyl-3-thienyl]phenyl]methyl]imidazole Potassium (E)-6,6'-(ethene-1,2-diyl)bis(3-iodobenzenesulfonate)